1-(5-(3-propoxyphenyl)furan-2-yl)ethan-1-one C(CC)OC=1C=C(C=CC1)C1=CC=C(O1)C(C)=O